3-azabicyclo[4.1.0]heptane-6-carboxylic acid hydrochloride Cl.C12CNCCC2(C1)C(=O)O